(3S,4R,6S)-3-hexyl-2-oxo-6-undecyltetrahydro-2H-pyran C(CCCCC)[C@@H]1C(O[C@H](CC1)CCCCCCCCCCC)=O